ClC1=CC=CC(=N1)C1=NC(=NC(=N1)NC1CCC(CC1)(F)F)NC1CCC(CC1)(F)F 6-(6-Chloropyridin-2-yl)-N2,N4-bis(4,4-difluorocyclohexyl)-1,3,5-triazine-2,4-diamine